(1s,4s)-4-(8-(2-chloro-4-methylphenylamino)-2-(tetrahydro-2H-pyran-4-ylamino)-9H-purin-9-yl)cyclohexanecarboxamide ClC1=C(C=CC(=C1)C)NC=1N(C2=NC(=NC=C2N1)NC1CCOCC1)C1CCC(CC1)C(=O)N